2,6-bis-bromomethylnaphthalene BrCC1=CC2=CC=C(C=C2C=C1)CBr